4-(oct-1-en-2-yl)cyclohex-1-ene C=C(CCCCCC)C1CC=CCC1